ethyl (11Z,14Z)-2-amino-2-((9Z,12Z)-octadeca-9,12-dien-1-yl)icosa-11,14-dienoate NC(C(=O)OCC)(CCCCCCCC\C=C/C\C=C/CCCCC)CCCCCCCC\C=C/C\C=C/CCCCC